7-((1-cyclopropyl-3-(tetrahydro-2H-pyran-4-yl)-1H-pyrazol-4-yl)oxy)-2-(1H-pyrazol-4-yl)thieno[3,2-b]pyridine C1(CC1)N1N=C(C(=C1)OC1=C2C(=NC=C1)C=C(S2)C=2C=NNC2)C2CCOCC2